C1(CC1)C1=NN(C=N1)C1CC2(CN(C2)C(=O)N2CC3(C2)CC(C3)O)C1 (6-(3-cyclopropyl-1H-1,2,4-triazol-1-yl)-2-azaspiro[3.3]heptan-2-yl)(6-hydroxy-2-azaspiro[3.3]heptan-2-yl)methanone